C(C)C(CO)(C(CC)O)CCCC 2-ethyl-2-butyl-1,3-pentanediol